[(3E)-3-(3,3-Dimethyl-4-piperidylidene)prop-1-ynyl]-trimethylsilane CC\1(CNCC/C1=C\C#C[Si](C)(C)C)C